N1C(=NC2=C1C=CC=C2)C=2C=C(C=CC2)NC(C2=CC(=C(C=C2)OCC2=CC=C(C=C2)Cl)OC)=O N-[3-(1H-1,3-benzodiazol-2-yl)phenyl]-4-[(4-chlorophenyl)methoxy]-3-methoxybenzamide